dimethyltin isononanoate C(CCCCCC(C)C)(=O)[O-].C[Sn+2]C.C(CCCCCC(C)C)(=O)[O-]